Cl.NCC(=O)NCC(=O)N[C@H](C(=O)NCC(=O)O)CC1=CC=CC=C1 [(2S)-2-[2-(2-aminoacetamido)acetamido]-3-phenylpropanamido]acetic acid hydrochloride